NCCC[Si](O[Si](CCCN)(C)C)(C)C 1,3-Bis(aminopropyl)tetramethyldisiloxan